(S)-6-(dimethylamino)-N-(4-(2-fluoroacetamido)-1-(5-phenyloxazol-2-yl)butyl)-2-naphthamide CN(C=1C=C2C=CC(=CC2=CC1)C(=O)N[C@@H](CCCNC(CF)=O)C=1OC(=CN1)C1=CC=CC=C1)C